1-(2-hydroxyphenyl)-4-(3-nitrophenyl)-3,6-dihydropyrimidin-2-one OC1=C(C=CC=C1)N1C(NC(=CC1)C1=CC(=CC=C1)[N+](=O)[O-])=O